OC=1C=C(C=CC1)CN1C=NC2=C1C=CC=C2 [(3-hydroxyphenyl)methyl]-1H-benzimidazol